BrC=1C2=C(C(N(C1)C)=O)N(N=C2)C([2H])([2H])[2H] 4-bromo-6-methyl-1-(methyl-d3)-1,6-dihydro-7H-pyrazolo[3,4-c]pyridin-7-one